BrCCNC1=NOC(=C1)C N-(2-bromoethyl)-5-methylisoxazol-3-amine